N[C@H](C(=O)O)CCC(=O)OCC1=CC=CC=C1 (S)-2-amino-5-(phenylmethyloxy)-5-oxopentanoic acid